CN1C=2N(C3=C(C=C(C=C3C1=O)C)C=C)C=NC2C(=O)OC(C)(C)C tert-butyl 4,7-dimethyl-5-oxo-9-vinyl-imidazo[1,5-a]quinazoline-3-carboxylate